2,5,7-trimethyl-6,7-dihydro-5H-cyclopentapyrazine CC=1C=NC2=C(N1)C(CC2C)C